COC=1C=CC(=C(C1)[O-])C(=O)C1=C(C=C(C=C1)OC)O 5-methoxy-2-[(2-hydroxy-4-methoxyphenyl)carbonyl]phenolate